thieno[3,2-c]quinoline-4(5H)-one S1C=CC=2C(NC=3C=CC=CC3C21)=O